CC(C(=O)O)(C)C=1C=NC(=NC1)C 2-Methyl-2-(2-methylpyrimidin-5-yl)propanoic acid